CN([C@@H]1CN(CC1)C1CCN(CC1)C1=C(C=C(C(=C1)OC)NC1=NC=NC(=C1)N1OCC[C@@H]1C1=C(C(=CC=C1)C)F)NC(C=C)=O)C N-(2-(4-((S)-3-(dimethylamino)pyrrolidine-1-yl)piperidine-1-yl)-5-((6-((R)-3-(2-fluoro-3-methylphenyl)-isoxazolidine-2-yl)pyrimidine-4-yl)amino)-4-methoxyphenyl)acrylamide